BrC=1C=CC(=NC1)N1N=C(C=C1)C#N 1-(5-bromopyridin-2-yl)-1H-pyrazole-3-carbonitrile